ClC=1C=C(CNCC(C)(C)C=2C=C(C=CC2)NC(OC(C)(C)C)=O)C=CC1C tert-Butyl (3-(1-((3-chloro-4-methylbenzyl)amino)-2-methylpropan-2-yl)phenyl)carbamate